N,N'-di-[4-(1-propanesulfonyloxy)phenyl]urea C(CC)S(=O)(=O)OC1=CC=C(C=C1)NC(=O)NC1=CC=C(C=C1)OS(=O)(=O)CCC